C(C)(C)(CC)N1[SiH](N([SiH]1Cl)C(C)(C)CC)Cl 1,3-bis(tert-amyl)-2,4-dichlorocyclodisilazane